C1(CCCCC1)C=1NC(=C(N1)C1=CC=CC=C1)C1=CC=CC=C1 2-cyclohexyl-4,5-diphenyl-imidazole